C(#N)C1=NC=CC=C1OC(F)F 2-cyano-3-(difluoromethoxy)pyridine